1,1,2,2-tetrafluoro-1-(trifluoromethoxy)ethane FC(C(F)F)(OC(F)(F)F)F